tert-butyl (R)-3-((7-chloro-8-fluoro-2-(((2R,7aS)-2-fluorotetrahydro-1H-pyrrolizin-7a(5H)-yl)methoxy)pyrido[4,3-d]pyrimidin-4-yl)(methyl)amino)pyrrolidine-1-carboxylate ClC1=C(C=2N=C(N=C(C2C=N1)N([C@H]1CN(CC1)C(=O)OC(C)(C)C)C)OC[C@]12CCCN2C[C@@H](C1)F)F